BrC=1C(=CC(=C(N)C1)Cl)C(F)(F)F 5-bromo-2-chloro-4-(trifluoromethyl)aniline